2-(trifluoromethyl)imidazo[1,2-a]pyridin-7-amine FC(C=1N=C2N(C=CC(=C2)N)C1)(F)F